(E)-4-(9-(3-cyclopropoxyphenyl)-6-(2-(3-methylbenzylidene)hydrazinyl)-9H-purin-2-yl)morpholine C1(CC1)OC=1C=C(C=CC1)N1C2=NC(=NC(=C2N=C1)N/N=C/C1=CC(=CC=C1)C)N1CCOCC1